C(CCCCC(=O)NC(C(=O)O)C(C)(C)S)(=O)NC(C(=O)O)C(C)(S)C 2,2'-(adipoylbis(azanediyl))bis(3-mercapto-3-methylbutanoic acid)